C1(CCCC1)N1[C@@H](C(N(C=2C=NC(=NC12)NC1=C(C=C(C=C1)N1N=NC(=C1)CN1C[C@@H](N[C@@H](C1)C)C)OC)C)=O)CC (R)-8-cyclopentyl-2-((4-(4-(((3S,5R)-3,5-dimethylpiperazin-1-yl)methyl)-1H-1,2,3-triazol-1-yl)-2-methoxyphenyl)amino)-7-ethyl-5-methyl-7,8-dihydropteridin-6(5H)-one